β-naphthoquinoline C1=CC=C2C(=C1)C=CC3=C2C=CC=N3